ClC1=C2C(=NC=3C=C(C(=CC13)OC)OCCCN1CC3CC(C1)C3)CCC2 3-[3-({9-chloro-7-methoxy-1H,2H,3H-cyclopenta[b]quinolin-6-yl}oxy)propyl]-3-azabicyclo[3.1.1]heptane